N,4-dimethyl-1,3-thiazole-5-sulfonamide CNS(=O)(=O)C1=C(N=CS1)C